O[C@@H]1CC[C@H](CC1)C(=O)N(C[C@@H]1CC[C@H](CC1)C1=CC(=C(C=C1)OC)C)C1=CC(=CC=C1)C=1C=NN(C1)CCO trans-4-hydroxy-N-(3-(1-(2-hydroxyethyl)-1H-pyrazol-4-yl)phenyl)-N-((trans-4-(4-methoxy-3-methylphenyl)cyclohexyl)methyl)cyclohexanecarboxamide